C(=O)(O)C1CCN(CC1)C(=O)NC1=CC=C(C=C1)C[C@@H](C(=O)NC=1C=C2C=C(NC2=CC1)C(=O)O)N1C(C(N(CC1)C1=C(C=CC(=C1)Cl)N1N=NN=C1)=O)=O (S)-5-(3-(4-(4-carboxypiperidine-1-carboxamido)phenyl)-2-(4-(5-chloro-2-(1H-tetrazol-1-yl)phenyl)-2,3-dioxopiperazin-1-yl)propanamido)-1H-indole-2-carboxylic acid